NC1(CC1)CCC1=CN(C(O1)=O)C(C)C=1C=CC=C2C(=C(NC12)C(=O)O)C1=CC(=C(C=C1)CS(=O)(=O)C)F 7-(1-(5-(2-(1-aminocyclopropyl)ethyl)-2-oxooxazol-3(2H)-yl)ethyl)-3-(3-fluoro-4-((methylsulfonyl)methyl)phenyl)-1H-indole-2-carboxylic acid